1-{[(9H-fluoren-9-yl)methoxy]carbonyl}-D-proline C1=CC=CC=2C3=CC=CC=C3C(C12)COC(=O)N1[C@H](CCC1)C(=O)O